O=C1NC(CCC1N1C(C2=CC=C(C=C2C1)CNC(C(C1=CC(=CC=C1)N1CCCCC1)(F)F)=O)=O)=O N-((2-(2,6-dioxopiperidin-3-yl)-1-oxoisoindolin-5-yl)methyl)-2,2-difluoro-2-(3-(piperidin-1-yl)phenyl)acetamide